5-Methylthiomethylindole CSCC=1C=C2C=CNC2=CC1